ClC=1N=C(C2=C(N1)C(=C(S2)C)I)N2[C@@H](COCC2)C (R)-4-(2-chloro-7-iodo-6-methylthieno[3,2-d]pyrimidin-4-yl)-3-methylmorpholine